ClCCN1C(=NC2=C(C1=O)C=NN2C2=CC=C(C=C2)Cl)C=2C(=NC=CC2)OC 5-(2-chloroethyl)-1-(4-chlorophenyl)-6-(2-methoxypyridin-3-yl)-1,5-dihydro-4H-pyrazolo[3,4-d]pyrimidin-4-one